NC=1C=CC2=C(N(CCN(C2=O)CC2=C(C=C(C=C2)O[C@@H](CCNC)C2=CC(=CC=C2)F)F)C)N1 (S)-8-amino-4-(2-fluoro-4-(1-(3-fluorophenyl)-3-(methylamino)propoxy)benzyl)-1-methyl-1,2,3,4-tetrahydro-5H-pyrido[2,3-e][1,4]diazepin-5-one